2-(1-(2-methoxyphenyl)cyclopropyl)-2-oxoacetic acid ethyl ester C(C)OC(C(=O)C1(CC1)C1=C(C=CC=C1)OC)=O